ClC=1C=2N(C=CN1)C(=NC2)C 8-chloro-3-methyl-imidazo[1,5-a]pyrazine